C(#N)C(C(C(C)N(C=O)C1CCCCC1)=O)=P(CCCC)(CCCC)CCCC N-[4-cyano-3-oxo-4-(tributyl-λ5-phosphanylidene)butan-2-yl]-N-cyclohexylformamide